C(C)(C)(C)OC(N(C(C)C=1N=C2N(C=CC=C2)C1)C1=CC(=NC=2N1N=CC2C(C)C)Cl)=O (5-chloro-3-isopropylpyrazolo[1,5-a]pyrimidin-7-yl)(1-(imidazo[1,2-a]pyridin-2-yl)ethyl)carbamic acid tert-butyl ester